(R,Z)-6-bromo-N-(1-(3-(difluoromethyl)-2-fluorophenyl)ethyl)-1,2-dimethylpyrido[3,4-d]pyrimidin-4(1H)-imine BrC1=CC/2=C(N(C(=N\C2=N/[C@H](C)C2=C(C(=CC=C2)C(F)F)F)C)C)C=N1